C1(=CC=CC2=CC=CC=C12)[C@H](C)N1CCC(CC1)N(S(=O)(=O)C)CC(=O)NCC(NCC#C)=O (S)-2-(N-(1-(1-(naphthalen-1-yl)ethyl)piperidin-4-yl)methylsulfonamido)-N-(2-oxo-2-(prop-2-yn-1-ylamino)ethyl)acetamide